B1(C2=CC=CC=C2C=NN1S(=O)(=O)C3=CC=C(C=C3)C)O diazaborine